CC(C(=O)OC1=CC=C(C(=O)OC2=CC(=C(C=C2)OC(\C=C\C2=CC=C(C=C2)C2=CC=C(C=C2)OCCC(COC(C(=C)C)=O)COC(C(=C)C)=O)=O)C2CC2)C=C1)=C [3-cyclopropyl-4-[(E)-3-[4-[4-[4-(2-methylprop-2-enoyloxy)-3-(2-methylprop-2-enoyloxymethyl)butoxy]phenyl]phenyl]prop-2-enoyl]oxy-phenyl] 4-(2-methylprop-2-enoyloxy)benzoate